C1(CC1)[C@@H](NC(=O)[C@@H]1N([C@@H]2C[C@@H]2C1)CC1=CC(=NC=C1C(C)O)C)C1=C(C=C(C(=C1)F)C(F)(F)F)F (1R,3R,5R)-N-((R)-cyclopropyl-(2,5-difluoro-4-(trifluoromethyl)phenyl)methyl)-2-(5-(1-hydroxyethyl)-2-methylisonicotinyl)-2-azabicyclo[3.1.0]hexane-3-carboxamide